4-(4-(4,4,5,5-tetramethyl-1,3,2-dioxaborolan-2-yl)benzyl)morpholine-3-carbonitrile CC1(OB(OC1(C)C)C1=CC=C(CN2C(COCC2)C#N)C=C1)C